methyl (S)-2-(2,6-difluorobenzamido)-3-(7-(6-fluoro-1,4-dimethyl-2-oxo-1,2-dihydroquinolin-3-yl)-2,3-dihydro-1H-inden-4-yl)propanoate FC1=C(C(=O)N[C@H](C(=O)OC)CC2=C3CCCC3=C(C=C2)C=2C(N(C3=CC=C(C=C3C2C)F)C)=O)C(=CC=C1)F